4-((5-(3-(2,2-difluoroethyl)-2-methyl-3H-imidazo[4,5-b]pyridin-5-yl)-7H-pyrrolo[2,3-d]pyrimidin-2-yl)amino)-1-methylcyclohexan-1-ol FC(CN1C(=NC=2C1=NC(=CC2)C2=CNC=1N=C(N=CC12)NC1CCC(CC1)(O)C)C)F